[Cl-].[Cl-].FC(C1=CC=C(C=C1)C(=[Zr+2](C1=CC=CC2=C3C(=C4C=5C=CC=CC5CC4=C21)C=CC=C3)C3C=CC=C3)C3=CC=C(C=C3)C(F)(F)F)(F)F di-(p-trifluoromethyl-phenyl)methylene(cyclopentadienyl)(dibenzofluorenyl)zirconium dichloride